5-(azidomethyl)-6-chlorobenzo[d][1,3]dioxole N(=[N+]=[N-])CC1=CC2=C(OCO2)C=C1Cl